4-(imino)isochroman N=C1COCC2=CC=CC=C12